2-(4-(benzyloxy)phenyl)-4-bromo-1-methyl-1H-imidazole C(C1=CC=CC=C1)OC1=CC=C(C=C1)C=1N(C=C(N1)Br)C